6-(2-amino-5-(3-((dimethylamino)methyl)-4-fluorophenyl)-6-fluoropyridin-3-yl)-3,4-dihydroisoquinolin-1(2H)-one NC1=NC(=C(C=C1C=1C=C2CCNC(C2=CC1)=O)C1=CC(=C(C=C1)F)CN(C)C)F